COS(=O)(=O)[O-].C(CCCCCCC\C=C/C\C=C/CCCCC)(=O)OCC[N+](C)(CCO)CCOC(CCCCCCC\C=C/C\C=C/CCCCC)=O di(linoleoyloxyethyl)hydroxyethyl-methyl-ammonium methylsulfate